CN1CN(C=C1)C 1-methyl-3-N-methyl-imidazole